3-((2S)-3-(8-(4-bromo-3-methylphenylsulfonyl)-1-oxa-8-azaspiro[4.5]decan-3-ylamino)-2-hydroxypropoxy)-N-methylbenzenesulfonamide BrC1=C(C=C(C=C1)S(=O)(=O)N1CCC2(CC(CO2)NC[C@@H](COC=2C=C(C=CC2)S(=O)(=O)NC)O)CC1)C